[2-[(1S)-2-[tert-butyl(dimethyl)silyl]oxy-1-methyl-ethyl]-5-ethoxy-pyrazol-3-yl]methanol [Si](C)(C)(C(C)(C)C)OC[C@H](C)N1N=C(C=C1CO)OCC